FC1=CC=C(C=C1)N1N=NC=2[C@H](N([C@H](CC21)C)C=O)C (4R,6S)-1-(4-fluorophenyl-4,6-dimethyl-6,7-dihydro-1H-[1,2,3]triazolo[4,5-c]pyridin-5(4H)-yl)methanone